AMINOOXYACETIC ACID, HYDROCHLORIDE SALT Cl.NOCC(=O)O